1,4-dimethoxy-2-methyl-5-(2-nitrovinyl)benzene COC1=C(C=C(C(=C1)C=C[N+](=O)[O-])OC)C